FC(OC1=C(C=C(C=C1)SC(F)F)C1=NN(C=C1NC(=O)C=1C=NN2C1N=CC=C2)C2C(OCC2)=O)F N-[3-[2-(difluoromethoxy)-5-(difluoromethyl-sulfanyl)phenyl]-1-(2-oxotetrahydrofuran-3-yl)pyrazol-4-yl]pyrazolo[1,5-a]pyrimidine-3-carboxamide